S1C(=NC2=C1C=CC=C2)NC(=O)C=2C=CC=C1CCN(CC21)C2=CC=C(C(=N2)C(=O)O)C2=CC(=CC=C2)CC2=CC=CC=C2 6-[8-(1,3-benzothiazol-2-ylcarbamoyl)-3,4-dihydroisoquinolin-2(1H)-yl]-3-(3-benzylphenyl)pyridine-2-carboxylic acid